4-amino-N,3-dimethyl-N-((1R)-1-(4-(pentafluoro-λ6-sulfanyl)phenyl)ethyl)-3H-pyrazolo[3,4-c][1,7]naphthyridine-8-carboxamide NC1=NC=2C=NC(=CC2C2=C1N(N=C2)C)C(=O)N([C@H](C)C2=CC=C(C=C2)S(F)(F)(F)(F)F)C